2-methyl-N-((1E,4E)-5-phenyl-2,2-bis(trifluoromethyl)pent-4-en-1-ylidene)propane-2-sulfinamide CC(C)(C)S(=O)/N=C/C(C\C=C\C1=CC=CC=C1)(C(F)(F)F)C(F)(F)F